C(CCCCCCCCCCCCCCCCCCCCC)OS(=O)(=O)C1=CC=CC=C1.C(#N)CC1=C(C(=O)N)C=CC(=C1)C1=NC(=NC=C1C)NC=1C=NN(C1)C1CCN(CC1)C(=O)C1(CC1)F (cyanomethyl)-4-(2-((1-(1-(1-fluorocyclopropanecarbonyl)piperidin-4-yl)-1H-pyrazol-4-yl)amino)-5-methylpyrimidin-4-yl)benzamide behenyl-benzenesulfonate